Cl.Cl.C(C=C)OC(=O)C=1C2=CC=C3C4=CC=C5C=CC(=CC5=C4C=CC3=C2C=CC1)C(=O)O picene-2,9-dicarboxylic acid 9-allyl ester dihydrochloride